COC1=NC=NC(=C1C(=O)NC1=C(C(=O)O)C=CC=C1)NC12CC(C1)(C2)N2CCOCC2 2-(4-methoxy-6-((3-morpholinobicyclo[1.1.1]pentan-1-yl)amino)pyrimidine-5-carboxamido)benzoic acid